ClC=1N=CC2=C(N1)C1(CCN(CC1)C(=O)OC(C)(C)C)C(N2)=O tert-butyl 2-chloro-6-oxo-spiro[5H-pyrrolo[3,2-d]pyrimidine-7,4'-piperidine]-1'-carboxylate